C(CCCC)[C@H]1[C@@H](CCC1)O |r| (1RS,2RS)-2-pentylcyclopentanol